tert-butyl (S)-9-bromo-10-nitro-12-oxo-1,2,4,4a,5,6-hexahydro-3H,12H-benzo[b]pyrazino[1,2-e][1,5]oxazocine-3-carboxylate BrC=1C(=CC2=C(OCC[C@@H]3N(C2=O)CCN(C3)C(=O)OC(C)(C)C)C1)[N+](=O)[O-]